ClC1=C(CC2(CC2)C(=O)N)C=C(C=C1)NC1=NOC(C1)(C(F)(F)F)C1=CC(=C(C(=C1)Cl)F)Cl (2-chloro-5-((5-(3,5-dichloro-4-fluorophenyl)-5-(trifluoromethyl)-4,5-dihydroisoxazol-3-yl)amino)benzyl)cyclopropanecarboxamide